BrC=1C=CC(=C(C1)O)CC1(CCCC1)CO 5-bromo-2-((1-(hydroxymethyl)cyclopentyl)methyl)phenol